O2-benzyl O7-tert-butyl 6-[4-[[4-[tert-butyl(dimethyl)silyl]oxyphenyl]-(3-cyano-4-methoxy-phenyl)carbamoyl]-1,5-dimethyl-pyrrol-2-yl]-3,4-dihydro-1H-isoquinoline-2,7-dicarboxylate [Si](C)(C)(C(C)(C)C)OC1=CC=C(C=C1)N(C(=O)C=1C=C(N(C1C)C)C=1C=C2CCN(CC2=CC1C(=O)OC(C)(C)C)C(=O)OCC1=CC=CC=C1)C1=CC(=C(C=C1)OC)C#N